methyl 6-(benzyloxy)-2-chloropyridine-3-carboxylate C(C1=CC=CC=C1)OC1=CC=C(C(=N1)Cl)C(=O)OC